2-(3,5-bistrifluoromethylphenyl)-3-((2,6-dimethylphenyl)aminocarbonyl)-9-hydroxy-1,8-dioxo-1,3,4,8-tetrahydro-2H-pyrido[1,2-a]pyrazine-7-carboxylic acid FC(C=1C=C(C=C(C1)C(F)(F)F)N1C(C=2N(CC1C(=O)NC1=C(C=CC=C1C)C)C=C(C(C2O)=O)C(=O)O)=O)(F)F